N-(8-amino-6-(4-methylpyridin-3-yl)-2,7-naphthyridin-3-yl)cyclopropanecarboxamide octadeca-9,12-dienoate C(CCCCCCCC=CCC=CCCCCC)(=O)O.NC=1N=C(C=C2C=C(N=CC12)NC(=O)C1CC1)C=1C=NC=CC1C